COC(=O)C=1C=C(C(=O)O)C=C(C1)C(=O)OC 3,5-Di(methoxycarbonyl)benzoic acid